FC(C(C)OC=1C(=NC=NC1C=1C=NN(C1)C(C)OCC)N)F 5-((1,1-difluoropropan-2-yl)oxy)-6-(1-(1-ethoxyethyl)-1H-pyrazol-4-yl)pyrimidin-4-amine